CC1CC(C(=O)O1)C2=CC(=C(C=C2)O)O 3,4-dihydroxyphenyl-γ-valerolactone